7-Hydroxy-6-(6-(methyl(2,2,6,6-tetramethylpiperidin-4-yl)amino)pyridazin-3-yl)chinolin-3-carbonitril OC1=C(C=C2C=C(C=NC2=C1)C#N)C=1N=NC(=CC1)N(C1CC(NC(C1)(C)C)(C)C)C